ClC1=CC=C(C=C1)N1N=C2C(=N1)C=CC(=C2)NC(=S)NC(=O)C2CCCC2 N-[[2-(4-chlorophenyl)benzotriazol-5-yl]aminothioformyl]cyclopentanecarboxamide